FC=1C=C(C=CC1OC)B(O)O (3-fluoro-4-methoxyphenyl)boronic acid